COC1=CC(=CC2=CN(N=C12)C)C=1SC=2N=C(SC2N1)C1CCNCC1 7-Methoxy-2-methyl-5-[5-(piperidin-4-yl)[1,3]thiazolo[5,4-d][1,3]thiazol-2-yl]-2H-indazol